tert-butyl (S)-(1-(1-(2,6-dioxopiperidin-3-yl)indolin-4-yl)azetidin-3-yl)(methyl)carbamate O=C1NC(CC[C@@H]1N1CCC2=C(C=CC=C12)N1CC(C1)N(C(OC(C)(C)C)=O)C)=O